2-(2-(benzyloxy)naphthalen-1-yl)propane-1,3-diol C(C1=CC=CC=C1)OC1=C(C2=CC=CC=C2C=C1)C(CO)CO